(R)-5-(2-(dimethylamino)ethoxy)-N-(1-(3-(1-(2-fluoroethyl)-1H-pyrazol-4-yl)-5-(1-methyl-1H-pyrazol-4-yl)phenyl)ethyl)-2-methylbenzamide CN(CCOC=1C=CC(=C(C(=O)N[C@H](C)C2=CC(=CC(=C2)C=2C=NN(C2)C)C=2C=NN(C2)CCF)C1)C)C